C(C)(C)(C)OC(NC1(CC1)CC(C(=O)NC=1C=C2C=CN=CC2=CC1)C1=CC=C(C=C1)Cl)=O (1-(2-(4-chlorophenyl)-3-(isoquinolin-6-ylamino)-3-oxopropyl)cyclopropyl)carbamic acid tert-butyl ester